FC1=C(C(=O)C=2C=NC(=NC2)C=2CCN(CC2)C(=O)OC(C)(C)C)C=CC(=C1)F tert-butyl 4-(5-(2,4-difluorobenzoyl) pyrimidin-2-yl)-3,6-dihydropyridine-1(2H)-carboxylate